Cl.C(C)(=O)O acetic acid HCl